(2S)-acetoin OC(C(C)=O)C